(R)- or (S)-5-(4'-Difluoromethyl-2'-methoxy-3,4,5,6-tetrahydro-2H-[1,3']bipyridinyl-4-yl)-2,4-dimethyl-7-(2-trifluoromethyl-benzyl)-2,4,5,7-tetrahydro-pyrazolo[3,4-d]pyrimidin-6-one FC(C1=C(C(=NC=C1)OC)N1CCC(CC1)N1C(N(C=2C([C@H]1C)=CN(N2)C)CC2=C(C=CC=C2)C(F)(F)F)=O)F |o1:21|